ClC1=C(C=C2C(=C(NC2=C1F)C1=NNC(=N1)[C@@H](C)N(C)C)C=1C=NNC1)OC (R)-1-(3-(6-chloro-7-fluoro-5-methoxy-3-(1H-pyrazol-4-yl)-1H-indol-2-yl)-1H-1,2,4-triazol-5-yl)-N,N-dimethylethan-1-amine